NC1=NC=2C=C(C(=CC2C2=C1C=NN2C)C(=O)N(C)CC2=NC=C(C=C2)C#C)C2CC2 4-amino-7-cyclopropyl-N-((5-ethynylpyridin-2-yl)methyl)-N,1-dimethyl-1H-pyrazolo[4,3-c]quinoline-8-carboxamide